FC1=C(C=C(C=C1)F)CN (2,5-difluorophenyl)methylamine